OC=1C=C(C=CC1OC)C1SC2C(S1)=CC=CC2 2-(3-hydroxy-4-methoxyphenyl)-4H-1,3-benzodithiolene